FC1=NC(=C2N=CN(C2=N1)C1OCCC1)NC\C=C(\CO)/C 2-fluoro-6-(E)-[(4-hydroxy-3-methylbut-2-en-1-yl)amino]-9-(tetrahydrofuran-2-yl)-9H-purine